3-[4-(5-methylthiophene-3-yl)-1H-1,2,3-triazol-1-yl]piperidine-2,6-dione CC1=CC(=CS1)C=1N=NN(C1)C1C(NC(CC1)=O)=O